2,4-dichloro-7-methylpyrido[2,3-d]pyrimidine ClC=1N=C(C2=C(N1)N=C(C=C2)C)Cl